FC(C1=C(C=CC(=C1)NC1C(NC(CC1)=O)=O)C1CCN(CC1)C(=O)OC(C)(C)C)F tert-Butyl 4-[2-(difluoromethyl)-4-[(2,6-dioxo-3-piperidyl)amino]phenyl]piperidine-1-carboxylate